(5R,5'R)-5,5'-(((((3,3'-dichloro-[4,4'-bipyridine]-2,2'-diyl)bis(1-methyl-1H-indole-6,3-diyl))bis(methylene))bis(azanediyl))bis(methylene))bis(pyrrolidin-2-one) ClC=1C(=NC=CC1C1=C(C(=NC=C1)C1=CC=C2C(=CN(C2=C1)C)CNC[C@H]1CCC(N1)=O)Cl)C1=CC=C2C(=CN(C2=C1)C)CNC[C@H]1CCC(N1)=O